[2H]C1(OC2=C(O1)C=C1C(=C2)C(C(C1([2H])[2H])([2H])[2H])=O)[2H] 2,2,6,6,7,7-Hexadeuteriocyclopenta[f][1,3]benzodioxol-5-one